4-[(6-trifluoromethylquinolin-4-yl)amino]Benzamide FC(C=1C=C2C(=CC=NC2=CC1)NC1=CC=C(C(=O)N)C=C1)(F)F